sec.-butyl bromide C(C)(CC)Br